2,4-DICHLORO-5-ISOPROPOXYPHENYLBORONIC ACID ClC1=C(C=C(C(=C1)Cl)OC(C)C)B(O)O